(4-(3-(Difluoro(imidazo[1,2-a]pyridin-6-yl)methyl)-[1,2,4]triazolo[4,3-b]pyridazin-6-yl)phenyl)dimethyl-phosphine oxide FC(C1=NN=C2N1N=C(C=C2)C2=CC=C(C=C2)P(C)(C)=O)(C=2C=CC=1N(C2)C=CN1)F